C(CCCCCN1C(C(C2=CC=CC=C12)(C)C)=C)N1C(C(C2=CC=CC=C12)(C)C)=C 1,1'-(Hexane-1,6-diyl)-bis(2-methylene-3,3-dimethyl-3H-indole)